C1CCC2=C(C=3CCCC3C=C12)NC(=O)NS(=O)(=O)C1=CC2=C(S1)C1CCC(C2(C)O)C1 N-((1,2,3,5,6,7-hexahydro-s-indacen-4-yl)carbamoyl)-4-hydroxy-4-methyl-5,6,7,8-tetrahydro-4H-5,8-methanocyclohepta[b]thiophene-2-sulfonamide